1-(3,5-dimethylphenyl)-1H-imidazole-4-carbonitrile CC=1C=C(C=C(C1)C)N1C=NC(=C1)C#N